butyl (1R,5S,6r)-6-(5,5-dimethyl-4,5-dihydro-1,2-oxazol-3-yl)-3-azabicyclo[3.1.0]hexane-3-carboxylate CC1(CC(=NO1)C1[C@H]2CN(C[C@@H]12)C(=O)OCCCC)C